4,5-difluoro-2-((4-fluoro-2-isopropylphenyl)amino)-N-(6-methoxy-2-methylpyridin-3-yl)benzamide FC1=CC(=C(C(=O)NC=2C(=NC(=CC2)OC)C)C=C1F)NC1=C(C=C(C=C1)F)C(C)C